12,12-difluoro-6,9-dioxadispiro[2.1.45.33]dodecane FC1(CCC2(CC13CC3)OCCO2)F